3-acetamido-N-(2-oxo-2,3-dihydro-1H-benzo[d]imidazol-5-yl)propionamide C(C)(=O)NCCC(=O)NC1=CC2=C(NC(N2)=O)C=C1